FC1=CC=C(C=C1)N1N=CC2=C1C=C1CCN(C[C@]1(C2)C(C2=NC=CC(=C2)C)=O)C(=O)OC(C)(C)C (R)-tert-butyl 1-(4-fluorophenyl)-4a-(4-methylpicolinoyl)-4a,5,7,8-tetrahydro-1H-pyrazolo[3,4-g]isoquinoline-6(4H)-carboxylate